7-chloro-2-(4-methoxybenzyl)-3,4-dimethyl-2H-pyrazolo[3,4-d]pyridazine ClC1=NN=C(C=2C1=NN(C2C)CC2=CC=C(C=C2)OC)C